C(C)OCC1=C(C(=C(C(=N1)O)C1=NN=C(O1)CN1C(C=CC=C1)=O)O)C1=C(C=C(C=C1OC)F)OC ({5-[6-(ethoxymethyl)-5-(4-fluoro-2,6-dimethoxyphenyl)-2,4-dihydroxypyridin-3-yl]-1,3,4-oxadiazol-2-yl}methyl)-1,2-dihydropyridin-2-one